2-acetyl-4-hydroxynaphtho[2,3-b]furan-9-yl (3-((2-(azetidin-1-yl)-2-oxoethyl)amino)propyl)carbamate N1(CCC1)C(CNCCCNC(OC1=C2C=CC=CC2=C(C2=C1OC(=C2)C(C)=O)O)=O)=O